N1C(=S)NC=2N=CNC2C1=O Thioxanthine